3-(5-(ethyl((1R,2R)-2-(ethylamino)cyclohexyl)amino)-1-oxoisoindolin-2-yl)piperidine-2,6-dione C(C)N(C=1C=C2CN(C(C2=CC1)=O)C1C(NC(CC1)=O)=O)[C@H]1[C@@H](CCCC1)NCC